C(CCCCCCCCC)(C1=C(C=CC=C1)O)C1=C(C=CC=C1)O decylidenebisphenol